ClC1=NC=C(C(=N1)N1CC(OC(C1)C)(C)C)F 4-(2-chloro-5-fluoropyrimidin-4-yl)-2,2,6-trimethylmorpholine